FC=1C=C(C=C(C1OC1=NC=C(C=C1)F)C)NC(=O)C1C2(CC1(C2)OC)C(=O)N ((3-fluoro-4-((5-fluoropyridin-2-yl)oxy)-5-methylphenyl)carbamoyl)-3-methoxybicyclo[1.1.1]pentane-1-carboxamide